tert-butyl N-[(3R)-5-[(4-chlorophenyl)methyl]-7-[[(3-fluoro-1-methyl-piperidine-3-carbonyl)amino]carbamoyl]-4-oxo-2,3-dihydro-1,5-benzothiazepin-3-yl]carbamate ClC1=CC=C(C=C1)CN1C([C@H](CSC2=C1C=C(C=C2)C(NNC(=O)C2(CN(CCC2)C)F)=O)NC(OC(C)(C)C)=O)=O